CC1([C@@]23C(C(CC1)=O)C([C@@H](CC2)C3)(C)C)C (1S,8S)-2,2,7,7-Tetramethyltricyclo[6.2.1.01,6]undecan-5-one